benzyl (2S)-2-(cyanomethyl)-4-(2'-(methylthio)-3,4,5',6'-tetrahydro-2H-spiro[naphthalene-1,7'-pyrano[2,3-d]pyrimidin]-4'-yl)piperazine-1-carboxylate C(#N)C[C@@H]1N(CCN(C1)C=1C2=C(N=C(N1)SC)OC1(CC2)CCCC2=CC=CC=C21)C(=O)OCC2=CC=CC=C2